C(C)(=O)[O-].[Al+3].C(C)(=O)[O-].C(C)(=O)[O-] aluminum(III) acetate